N[C@@H](C)C(=O)N[C@@H](CCC(N)=O)C(=O)O N(2)-L-alanyl-L-glutamine